N1N=NC=C1C(=O)O [1,2,3]Triazole-5-carboxylic acid